O=C1N(CCC(N1)=O)C1=NN(C2=CC(=CC=C12)N1CC2CCC(C1)N2C(=O)OC(C)(C)C)C tert-butyl 3-[3-(2,4-dioxo-1,3-diazinan-1-yl)-1-methylindazol-6-yl]-3,8-diazabicyclo[3.2.1]octane-8-carboxylate